2,2'-(1,4-phenylenebis(oxy))dicaprylic acid C1(=CC=C(C=C1)OC(C(=O)O)CCCCCC)OC(C(=O)O)CCCCCC